CC1C(N(CCC1)C)(C)C.[Li] lithium tetramethyl-piperidine